(2S,3S,4S,5R,6R)-2-(3-(4-(4-((1-((2-(dimethylamino) ethyl) amino)-2-methyl-1-oxopropan-2-yl) amino)-4-oxobutyl) benzyl)-4-methylphenyl)-6-ethyltetrahydro-2H-pyran-3,4,5-triacetate CN(CCNC(C(C)(C)NC(CCCC1=CC=C(CC=2C=C(C=CC2C)[C@H]2O[C@@H]([C@@H]([C@@H]([C@@H]2CC(=O)[O-])CC(=O)[O-])CC(=O)[O-])CC)C=C1)=O)=O)C